2-methyl-7-[[4-[1-methyl-4-(trifluoromethyl)imidazol-2-yl]phenyl]methoxy]-5-[2-(trifluoromethyl)phenyl]pyrazolo[4,3-d]pyrimidine CN1N=C2C(N=C(N=C2OCC2=CC=C(C=C2)C=2N(C=C(N2)C(F)(F)F)C)C2=C(C=CC=C2)C(F)(F)F)=C1